FC1=CC=C(C=C1)C(N1CCN(CC1)C1=CC(N(C2=CC=C(N=C12)C)C)=O)C1=CC=C(C=C1)F 4-{4-[bis(4-fluorophenyl)methyl]piperazin-1-yl}-1,6-dimethyl-1,2-dihydro-1,5-naphthyridin-2-one